(S)-5-amino-4-(5-(6-amino-4-(4-benzylpiperazin-1-yl)pyridin-2-yl)-1-oxoisoindolin-2-yl)-5-oxopentanoic acid tert-butyl ester C(C)(C)(C)OC(CC[C@@H](C(=O)N)N1C(C2=CC=C(C=C2C1)C1=NC(=CC(=C1)N1CCN(CC1)CC1=CC=CC=C1)N)=O)=O